C(CC(=O)C)(=O)OCC.[Al] aluminum ethyl mono(acetoacetate)